[4-(1-ethyl-3-methyl-1H-pyrazol-5-yl)-1-methyl-1H-imidazol-2-yl]-1-methyl-1H-pyrazolo[3,4-d]pyrimidine-6-carboxamide C(C)N1N=C(C=C1C=1N=C(N(C1)C)C1=NN(C2=NC(=NC=C21)C(=O)N)C)C